2,3-bis((ethoxycarbonyl)oxy)propyl((R)-2,3-bis(tetradecanoyloxy)propyl) Phosphate P(=O)(OC[C@H](C(OC(CCCCCCCCCCCCC)=O)CC(COC(=O)OCC)OC(=O)OCC)OC(CCCCCCCCCCCCC)=O)([O-])[O-]